cis-6,7-difluoro-1,2,3,4,4a,9b-hexahydrobenzofuro[3,2-b]pyridine FC1=C(C=CC2=C1O[C@@H]1[C@H]2NCCC1)F